FC(C=1C=C(C=CC1)NC(=O)C1=C(N(C(=C1C)C(C(=O)NC1(CC(C1)O)C)=O)C)C)F N-(3-(difluoromethyl)phenyl)-5-(2-(((1s,3s)-3-hydroxy-1-methylcyclobutyl)amino)-2-oxoacetyl)-1,2,4-trimethyl-1H-pyrrole-3-carboxamide